P([O-])([O-])([O-])=S Phosphorothioate